(E)-1H-1,2,4-triazole-3-carboxylate N1N=C(N=C1)C(=O)[O-]